3,4-dihydroxy-phenyllactic acid OC=1C=C(C=CC1O)C(C(=O)O)(O)C